(2E)-3-(4-Fluorophenyl)-1-(3,4,5-trimethoxyphenyl)prop-2-en-1-on FC1=CC=C(C=C1)/C=C/C(=O)C1=CC(=C(C(=C1)OC)OC)OC